NC1=NN2C(C=C(C=C2)C=2C=NC(=C(C(=O)O)C2)N(C)C)=N1 5-(2-amino-[1,2,4]triazolo[1,5-a]pyridin-7-yl)-2-(dimethylamino)nicotinic acid